ClC=1C=C(C=CC1OC)C1=CN=C(O1)CSC1=NC(=NC(=N1)C)N 4-({[5-(3-chloro-4-methoxyphenyl)-1,3-oxazol-2-yl]methyl}sulfanyl)-6-methyl-1,3,5-triazin-2-amine